tert-Butyl 3-(2-benzyloxyspiro[3.3]heptane-6-carbonyl)-5-methyl-2-oxo-piperidine-1-carboxylate C(C1=CC=CC=C1)OC1CC2(C1)CC(C2)C(=O)C2C(N(CC(C2)C)C(=O)OC(C)(C)C)=O